C(C)(C)(C)OC(=O)N[C@@H](CCC(=O)OCN1C(=NC2=C1C=C(C=C2)C(C2=CC=CC=C2)=O)NC(=O)OC)C(=O)OC(C)(C)C 5-((6-benzoyl-2-((methoxycarbonyl)amino)-1H-benzo[d]imidazol-1-yl)methyl) 1-(tert-butyl) (tert-butoxycarbonyl)-L-glutamate